2-(1-(6-(5-((((3,3-difluorocyclobutyl)(methyl)carbamoyl)oxy)methyl)-1-methyl-1H-1,2,3-Triazol-4-yl)-2-methylpyridin-3-yl)-5,5-difluoropiperidin-3-yl)acetic acid FC1(CC(C1)N(C(=O)OCC1=C(N=NN1C)C1=CC=C(C(=N1)C)N1CC(CC(C1)(F)F)CC(=O)O)C)F